C(C(C)C)(=O)OOC(C)(C)C1=CC=CC=C1 cumyl peroxyisobutyrate